BrCC(=O)C1=CC=C(C=C1)CC 2-bromo-1-(4-ethylphenyl)ethanone